tert-butyl (1S)-1-[[(R)-tert-butylsulfinyl]amino]-5,6-difluoro-spiro[indane-2,4'-piperidine]-1'-carboxylate C(C)(C)(C)[S@@](=O)N[C@@H]1C2=CC(=C(C=C2CC12CCN(CC2)C(=O)OC(C)(C)C)F)F